R-2-bromobutanoic acid Br[C@@H](C(=O)O)CC